(5S)-N-[(6S)-4-Methyl-5-oxo-7,8-dihydro-6H-pyrazolo[1,5-a][1,3]diazepin-6-yl]-5-(trifluoromethyl)-6,7-dihydro-5H-pyrrolo[1,2-b][1,2,4]triazol-2-carboxamid CN1C=2N(CC[C@@H](C1=O)NC(=O)C=1N=C3N(N1)[C@@H](CC3)C(F)(F)F)N=CC2